NC(C(CO[C@@H]1CC[C@@H](CC1)C1=CC=CC=C1)N1C(C(=CC=C1)C)=O)C 1-(3-Amino-1-{[(CIS)-4-phenylcyclohexyl]oxy}butan-2-yl)-3-methyl-1,2-dihydropyridin-2-one